C(C)(C)(C)OC(=O)N[C@@H](CC(=O)OCC)C1=C(C(=CC(=C1)C=1C(=NN(C1)CC1CC1)OC)C)F ethyl (3S)-3-[(tert-butoxycarbonyl)amino]-3-{5-[1-(cyclopropylmethyl)-3-methoxypyrazol-4-yl]-2-fluoro-3-methylphenyl}propanoate